2-(3-Bromophenoxy)-9-(4-(tert-butyl)pyridin-2-yl)-6-chloro-9H-carbazole BrC=1C=C(OC2=CC=3N(C4=CC=C(C=C4C3C=C2)Cl)C2=NC=CC(=C2)C(C)(C)C)C=CC1